CC1C(CC1)=CC(C)S(=O)N (2-methylcyclobutylidene)propane-2-sulfinamide